ClC1=C(CN2CC3(C2)CCN(CC3)C(=O)[O-])C(=CC=C1)N1CCOCC1 2-(2-chloro-6-morpholinobenzyl)-2,7-diazaspiro[3.5]nonane-7-carboxylate